N-(7-methoxy-4-(3-phenyl-1-(tetrahydro-2H-pyran-4-yl)-1H-pyrazol-4-yl)quinazolin-6-yl)propionamide COC1=C(C=C2C(=NC=NC2=C1)C=1C(=NN(C1)C1CCOCC1)C1=CC=CC=C1)NC(CC)=O